C(C)(C)(C)OC(=O)N1CCC(CC1)N(C)CC(=O)NC1=CC2=C(OCO2)C=C1C(C)=O.BrC=1C=CC=C2C(=CNC12)/C=C/C(=O)NC1=CC(=CC=C1)Br (E)-3-(7-bromo-1H-indol-3-yl)-N-(3-bromophenyl)acrylamide tert-Butyl-4-((2-((6-Acetylbenzo[d][1,3]dioxol-5-yl)amino)-2-oxoethyl)(methyl)amino)piperidine-1-carboxylate